3-((1R)-1-((7-(2,6-diazabicyclo[3.2.0]heptan-6-yl)-4-methylpyrido[3,4-d]pyridazin-1-yl)amino)ethyl)-2-methylbenzonitrile C12NCCC2N(C1)C1=CC=2C(=C(N=NC2N[C@H](C)C=2C(=C(C#N)C=CC2)C)C)C=N1